N1=C(C=CC=2CCCNC12)CCN1N=CC(=C1)C(=O)NC1(CC2=CC=CC=C2C1)CC(=O)O 2-(2-(1-(2-(5,6,7,8-tetrahydro-1,8-naphthyridin-2-yl)ethyl)-1H-pyrazole-4-carboxamido)-2,3-dihydro-1H-inden-2-yl)acetic acid